1-((2S,5R)-5-((5-((1S,3R)-2,2-difluoro-3-methylcyclopropyl)-7H-pyrrolo[2,3-d]pyrimidin-4-yl)amino)-2-methylpiperidin-1-yl)prop-2-en-1-one FC1([C@@H]([C@H]1C)C1=CNC=2N=CN=C(C21)N[C@@H]2CC[C@@H](N(C2)C(C=C)=O)C)F